(3-chloro-4-formyl-phenyl)boronic acid ClC=1C=C(C=CC1C=O)B(O)O